2-amino-3-[5-(trifluoromethyl)-1H-pyrazol-4-yl]propanoic acid NC(C(=O)O)CC=1C=NNC1C(F)(F)F